BrC1=CC(=C(C=C1F)C=1C=C2CCC(C2=CC1OC)=O)CO 5-(4-Bromo-5-fluoro-2-(hydroxymethyl)phenyl)-6-methoxy-2,3-dihydro-1H-inden-1-one